N-vinyl-5-vinyl-pyrimidine C(=C)N1CN=CC(=C1)C=C